CC1(CC1)NC1=NC(=NC=C1C(F)(F)F)NC1=C2C=NN(C2=CC=C1)CCS(=O)(=O)C N4-(1-methylcyclopropyl)-N2-(1-(2-(methylsulfonyl)ethyl)-1H-indazol-4-yl)-5-(trifluoromethyl)pyrimidine-2,4-diamine